FC1(CC(C1)N1C(=NC2=NC=C(C=C21)C=2C=CN1N=C(N=CC12)NC1CCC(CC1)(O)C)C)F (1s,4s)-4-((5-(1-(3,3-difluorocyclobutyl)-2-methyl-1H-imidazo[4,5-b]pyridin-6-yl)pyrrolo[2,1-f][1,2,4]triazin-2-yl)amino)-1-methylcyclohexan-1-ol